ClC=1C=C(C=C(C1)Cl)C(C)(C)NC(C)=O N-(2-(3,5-dichlorophenyl)propan-2-yl)acetamide